ClCC(=O)N1CC(C2=C1C=C(C=1N2N=C(N1)C(=O)OCC)CC1=CC=C(C=C1)F)(C)C ethyl 6-(2-chloroacetyl)-4-(4-fluorobenzyl)-8,8-dimethyl-7,8-dihydro-6H-pyrrolo[2,3-e][1,2,4]triazolo[1,5-a]pyridine-2-carboxylate